2-((4-chloro-2-fluorobenzyl)oxy)-3-fluoro-6-(piperidin-4-yl)pyridine TFA Salt OC(=O)C(F)(F)F.ClC1=CC(=C(COC2=NC(=CC=C2F)C2CCNCC2)C=C1)F